(8-((4-(methylamino)-7H-pyrrolo[2,3-d]pyrimidin-2-yl)amino)-2,3-dihydro-benzo[b][1,4]dioxin-5-yl)(morpholino)methanone CNC=1C2=C(N=C(N1)NC1=CC=C(C3=C1OCCO3)C(=O)N3CCOCC3)NC=C2